S(=O)(=O)(C1=CC=C(N=NC2=CC=C(N(C)C)C=C2)C=C1)N[C@@H](CCSC)C(=O)O dabsyl-methionine